C1(CC1)C([C@@H](C=1N=C2N(N=C(C=C2)C[C@@H]2C(N[C@@H](C2)C(F)(F)F)=O)C1)NC(OCC1=CC=CC=C1)=O)C1CC1 Benzyl ((S)-2,2-dicyclopropyl-1-(6-(((3R,5S)-2-oxo-5-(trifluoromethyl)pyrrolidin-3-yl)methyl)imidazo[1,2-b]pyridazin-2-yl)ethyl)carbamate